C(C(=C)C)(=O)OCCP(=O)=O 2-phosphoethyl methacrylate